N-phenylthiocarbonylamino-methyl-3-(p-hydroxyphenyl)propionamide C1(=CC=CC=C1)C(=S)NNC(C(CC1=CC=C(C=C1)O)C)=O